B(O)(O)C=1C=C(CN(C(=O)C=2C=C(C=C(C2)[N+](=O)[O-])B(O)O)CCCC[C@@H](C(=O)N)N)C=CC1F (S)-(3-((3-borono-4-fluorobenzyl)(5,6-diamino-6-oxohexyl)carbamoyl)-5-nitrophenyl)boronic acid